10-(sec-butoxy)-6-(tert-butyl)-2-oxo-6,7-dihydro-2H-pyrido[2',1':3,4]pyrazino[1,2-b]indazole-3-carboxylic acid C(C)(CC)OC1=CC=CC2=C3N(N=C12)CC(N1C3=CC(C(=C1)C(=O)O)=O)C(C)(C)C